BrC1=CC=CC(N1)=S 6-Bromopyridine-2(1H)-thione